4-((4-Methyl-5,6,7,8-tetrahydro-1,5-naphthyridin-3-yl)amino)-N-(4-(4-methylpiperazin-1-yl)phenyl)-2-oxo-1,2-dihydropyridine-3-carboxamide CC1=C(C=NC=2CCCNC12)NC1=C(C(NC=C1)=O)C(=O)NC1=CC=C(C=C1)N1CCN(CC1)C